ClC1=NC(=CC(=C1)C=1C(=NN2C1N=C(C=C2)N[C@@H]([C@@H](CO)O)C)C=2C=C(C#N)C=CC2)C 3-[3-(2-chloro-6-methyl-4-pyridinyl)-5-[[(1R,2S)-2,3-dihydroxy-1-methyl-propyl]amino]pyrazolo[1,5-a]pyrimidin-2-yl]benzonitrile